P(=O)(=O)CCCCCCCCCCCO 11-phospho-1-undecanol